O=C1NC(CCC1N1C(C2=CC=CC(=C2C1=O)C#CCCC=1C(=NC=CC1)C(=O)N)=O)=O (4-(2-(2,6-dioxopiperidin-3-yl)-1,3-dioxoisoindolin-4-yl)but-3-yn-1-yl)picolinamide